N-({4-[2-(2-aminopyridin-3-yl)-5-methylimidazo[4,5-b]pyridin-3-yl]phenyl}methyl)-2-(4-formyl-3-hydroxyphenyl)acetamide NC1=NC=CC=C1C1=NC=2C(=NC(=CC2)C)N1C1=CC=C(C=C1)CNC(CC1=CC(=C(C=C1)C=O)O)=O